4-hydroxy-L-threonine OC[C@H]([C@H](N)C(=O)O)O